NC=1C=C(C=CC1)C=1N=C(SC1)N1CCN(CC1)CCO 2-(4-(4-(3-Aminophenyl)thiazol-2-yl)piperazin-1-yl)ethan-1-ol